3-((6-bromo-3-isopropyl-3H-imidazo[4,5-c]pyridin-4-yl)amino)-2-chloro-3,4-difluorobenzoic acid BrC1=CC2=C(C(=N1)NC1(C(C(C(=O)O)=CC=C1F)Cl)F)N(C=N2)C(C)C